2,7-difluoro-10-methyl-9-(perfluorophenyl)acridin-10-ium perchlorate Cl(=O)(=O)(=O)[O-].FC1=CC2=C(C3=CC(=CC=C3[N+](=C2C=C1)C)F)C1=C(C(=C(C(=C1F)F)F)F)F